(S)-5-(Azetidin-2-ylmethoxy)-2-methyl-N-(1-(7-(1-methyl-1H-pyrazol-4-yl)quinolin-5-yl)cyclopropyl)benzamide N1[C@@H](CC1)COC=1C=CC(=C(C(=O)NC2(CC2)C2=C3C=CC=NC3=CC(=C2)C=2C=NN(C2)C)C1)C